CC=CC1CO1 4,5-epoxy-2-pentene